FC=1C=C(C=C(C1C#CC1=CC=C(C=C1)CCCCC)F)C#C[Si](C)(C)C ((3,5-difluoro-4-((4-pentylphenyl)ethynyl)phenyl)ethynyl)trimethylsilane